hexadecylphenyl ether sulfate S(=O)(=O)(O)O.C(CCCCCCCCCCCCCCC)OC1=CC=CC=C1